CO[C@H](C)C[C@H](CCC=C)S(=O)(=O)N(CC1=CC=C(C=C1)OC)CC1=CC=C(C=C1)OC (2R,4S)-2-METHOXY-N,N-BIS(4-METHOXYBENZYL)OCT-7-ENE-4-SULFONAMIDE